[N+](=O)([O-])C1=C(NCCOCCOCCOCCOCCOCCOCCOCCNC(=O)C=2C=C(OC3=CC=C(C=N3)C(=O)OC)C=CC2)C=CC(=C1)[N+](=O)[O-] methyl 6-[3-[2-[2-[2-[2-[2-[2-[2-[2-(2,4-dinitroanilino)ethoxy]ethoxy]ethoxy]ethoxy]ethoxy]ethoxy]ethoxy]ethylcarbamoyl]phenoxy]pyridine-3-carboxylate